2-Amino-4-(2-fluoro-3-(pyridin-3-yl)phenyl)-6-(piperidin-1-yl)pyridine-3,5-dinitrile NC1=NC(=C(C(=C1C#N)C1=C(C(=CC=C1)C=1C=NC=CC1)F)C#N)N1CCCCC1